CC1=C(SC2=C1C=CC(=C2Cl)O)N(CC2=C(C=CC=C2)C)C(C)=O Methyl-2-[acetyl(2-methylbenzyl)amino]-7-chloro-6-hydroxy-1-benzothiophene